C1(=CCC(CC1)C(C)(C)O)C para-menth-1-en-8-ol